CNC(=O)C=1C=C2C=CC=NC2=C(N1)N1CCCC2=CC(=C(C=C12)C(F)F)C=1C=NC=NC1 8-(7-difluoromethyl-6-pyrimidine-5-yl-3,4-dihydro-2H-quinolin-1-yl)-[1,7]naphthyridine-6-carboxylic acid methylamide